(S)-5-(4-((7-ethyl-6-oxo-5,6-dihydro-1,5-naphthyridin-3-yl)methyl)-3-methylpiperazin-1-yl)-aza-methylpyridineamide C(C)C=1C(NC=2C=C(C=NC2C1)CN1[C@H](CN(CC1)C=1C=C(C(=NC1)C(=O)N)N)C)=O